sec-pentyltrimethoxysilane C(C)(CCC)[Si](OC)(OC)OC